ClC=1C=C(OCCNC(C)=O)C=CC1C=1N(C2=NC=NC(=C2N1)OC1(CC1)C)CC1=NC=CC(=C1)C N-(2-(3-chloro-4-(6-(1-methylcyclopropoxy)-9-((4-methylpyridin-2-yl)methyl)-9H-purin-8-yl)phenoxy)ethyl)acetamide